NC1=NC(=C2N=CN(C2=N1)[C@H]1C=C[C@H](C1)COP(=O)(OCCSC(C(C)(C)C)=O)N[C@@H](C)C(=O)OC)OC Methyl ((((1S,4R)-4-(2-amino-6-methoxy-9H-purin-9-yl)cyclopent-2-en-1-yl)methoxy)(2-(pivaloylthio)ethoxy) phosphoryl)-L-alaninate